C(C)N1C(=NC(=C1)C(F)(F)F)C1=CC=C(C=C1)[C@H](C)O |o1:17| rel-(S)-1-(4-(1-ethyl-4-(trifluoromethyl)-1H-imidazol-2-yl)phenyl)ethanol